7-chloro-6-oxo-5,6-dihydro-1,5-naphthyridine-3-carboxylic acid ethyl ester C(C)OC(=O)C=1C=NC=2C=C(C(NC2C1)=O)Cl